FC(S(=O)(=O)N1C[C@@H](CC1)C(C(=O)N)C1=NC=C2C=CC(=NC2=C1)C1=NC(=CC=C1)N1C[C@@H](O[C@@H](C1)C)C)F ((S)-1-((difluoromethyl)sulfonyl)pyrrolidin-3-yl)-2-(2-(6-((cis)-2,6-dimethylmorpholino)pyridin-2-yl)-1,6-naphthyridin-7-yl)acetamide